N-[4-(2-isobutylphenyl)-6-[4-(1-methyl-4-piperidyl)phenoxy]-5-(2,2,2-trifluoroethyl)pyrimidin-2-yl]-1-methyl-pyrazole-4-sulfonamide C(C(C)C)C1=C(C=CC=C1)C1=NC(=NC(=C1CC(F)(F)F)OC1=CC=C(C=C1)C1CCN(CC1)C)NS(=O)(=O)C=1C=NN(C1)C